(1R,3R,5R)-2-(3-(1-amino-2-methyl-1-oxo-2-propanyl)benzoyl)-N-((R)-(2-fluoro-4-(trifluoromethyl)phenyl)(3-oxetanyl)methyl)-2-azabicyclo[3.1.0]hexane-3-carboxamide NC(C(C)(C)C=1C=C(C(=O)N2[C@@H]3C[C@@H]3C[C@@H]2C(=O)N[C@H](C2COC2)C2=C(C=C(C=C2)C(F)(F)F)F)C=CC1)=O